The molecule is a triacylglycerol 50:7 in which the acyl groups at positions 1, 2 and 3 are specified as dodecanoyl, (9Z,12Z)-octadecadienoyl and (5Z,8Z,11Z,14Z,17Z)-icosapentaenoyl respectively. It has a role as a human xenobiotic metabolite. CCCCCCCCCCCC(=O)OC[C@H](COC(=O)CCC/C=C\\C/C=C\\C/C=C\\C/C=C\\C/C=C\\CC)OC(=O)CCCCCCC/C=C\\C/C=C\\CCCCC